1-(2,2-difluoroethyl)-N-((3aR,5s,6aS)-2-(4-(trifluoromethyl)pyrimidin-2-yl)octahydrocyclopenta[c]pyrrol-5-yl)-1H-pyrazolo[3,4-b]pyrazin-6-amine FC(CN1N=CC=2C1=NC(=CN2)NC2C[C@@H]1[C@@H](CN(C1)C1=NC=CC(=N1)C(F)(F)F)C2)F